[3-(9-tetrahydropyran-2-ylpurin-6-yl)-2-pyridyl]benzene-1,3-diamine O1C(CCCC1)N1C2=NC=NC(=C2N=C1)C=1C(=NC=CC1)C1=C(C=CC=C1N)N